F[C@H]1[C@@H](CNC1)NC(CCS(=O)(=O)C)=O N-((3R,4R)-4-fluoropyrrolidin-3-yl)-3-(methylsulfonyl)propanamide